O[C@H]1C[C@H](CC1)C=1C=C(N(N1)C(C)(C)C)NC=1C=CC2=C(C(CS2(=O)=O)OC)C1 5-({5-[(1S,3R)-3-hydroxycyclopentyl]-2-(2-methylprop-2-yl)pyrazol-3-yl}amino)-3-methoxy-2,3-dihydro-1λ6-benzothiophene-1,1-dione